1-bromomethyl-2,4-diisocyanatobenzene BrCC1=C(C=C(C=C1)N=C=O)N=C=O